FC1CNCCC1=CC=1N=CC(=NC1)C1=C(C=C(C=C1)N1C=NC=C1)O 2-(5-((3-fluoropiperidin-4-ylidene)methyl)pyrazin-2-yl)-5-(1H-imidazol-1-yl)phenol